4-indoleformaldehyde N1C=CC=2C(=CC=CC12)C=O